7-Chlorobenzo[b]thiophene-3-carbaldehyde ClC1=CC=CC2=C1SC=C2C=O